n-eicosene C=CCCCCCCCCCCCCCCCCCC